FC=1C=CC(=NC1)C1=NN(C=C1C1=C2C(=NC(=C1)C)NN=C2)CC2COC2 4-[3-(5-fluoro-2-pyridinyl)-1-(oxetan-3-ylmethyl)pyrazol-4-yl]-6-methyl-1H-pyrazolo[3,4-b]pyridine